(R)-(6-Cyclopropylimidazo[1,5-a]pyrazin-5-yl)(1-(2,5-difluoro-4-(methoxymethoxy)phenyl)-1H-1,2,3-triazol-4-yl)methanol C1(CC1)C=1N=CC=2N(C1[C@@H](O)C=1N=NN(C1)C1=C(C=C(C(=C1)F)OCOC)F)C=NC2